FC(S(=O)(=O)OC1=NC(=C(C2=C1C=CS2)C2=C(C=C(C=C2OC[C@@H](C)O)F)F)C2=NN1C(CN(C[C@@H]1C)C(C=C)=O)=C2)(F)F [7-[2,4-difluoro-6-[(2R)-2-hydroxypropoxy]phenyl]-6-[(7S)-7-methyl-5-prop-2-enoyl-6,7-dihydro-4H-pyrazolo[1,5-a]pyrazin-2-yl]thieno[3,2-c]pyridin-4-yl] trifluoromethanesulfonate